Cl.C(C)(C)(C)NO N-tertiary butyl-hydroxylamine hydrochloride